hydroxynickel iron [Fe].O[Ni]